benzyl (1S,3S,5S)-5-methyl-2-((5-(pyridin-3-yloxy)picolinoyl)glycyl)-2-azabicyclo[3.1.0]hexane-3-carboxylate C[C@@]12C[C@H](N([C@H]2C1)C(CNC(C1=NC=C(C=C1)OC=1C=NC=CC1)=O)=O)C(=O)OCC1=CC=CC=C1